C(C)(C)[C@]1(N(CCC[C@H]1NS(=O)(=O)CCOC)C(=O)OC(COCCCCCCCCCCCCCCCC)COCCCCCCCCCCCCCCCC)CC1=NC(=CC=C1)C1=CC=CC=C1 1,3-di-O-(hexadecyl)glycerol isopropyl-cis-3-(((2-methoxyethyl)sulfonyl)amino)-2-((6-phenylpyridin-2-yl)methyl)piperidine-1-carboxylate